ClCOC(CCC1CCCC1)=O 3-Cyclopentylpropionic acid chloromethyl ester